Methyl-4-amino-1-[(2R)-6-amino-2-[[2-[[(2R)-2-[[(2R)-2-amino-3-phenyl-propanoyl]amino]-3-phenyl-propanoyl]amino]-7-fluoro-heptanoyl]amino]hexanoyl]piperidine-4-carboxylic acid CC1N(CCC(C1)(C(=O)O)N)C([C@@H](CCCCN)NC(C(CCCCCF)NC([C@@H](CC1=CC=CC=C1)NC([C@@H](CC1=CC=CC=C1)N)=O)=O)=O)=O